(S)-methyl-3-nitro-4-(1-(2,2,2-trifluoro-N-methylacetamido)-ethyl)benzoate COC(C1=CC(=C(C=C1)[C@H](C)N(C(C(F)(F)F)=O)C)[N+](=O)[O-])=O